(5S)-7-(7-(8-ethyl-7-fluoro-3-hydroxynaphthalen-1-yl)-6,8-difluoro-2-(((2R,7aS)-2-fluorotetrahydro-1H-pyrrolizin-7a(5H)-yl)methoxy)quinazolin-4-yl)-1-oxa-3,7-diazaspiro[4.5]decan-2-one C(C)C=1C(=CC=C2C=C(C=C(C12)C1=C(C=C2C(=NC(=NC2=C1F)OC[C@]12CCCN2C[C@@H](C1)F)N1C[C@@]2(CNC(O2)=O)CCC1)F)O)F